NC(C)C1=CC=C(C=C1)CO (4-(1-aminoethyl)phenyl)methanol